CN1CC[C@]23C=4C=C(C=CC4C[C@H]1[C@H]2CCCC3)O (1S,9S,10S)-17-methyl-17-azatetracyclo[7.5.3.01,10.02,7]heptadec-2(7),3,5-trien-4-ol